BrC1=C(C(=CC2=CC=CC=C12)Cl)/C=N/O (E)-1-bromo-3-chloro-2-naphthaldehyde oxime